[N+](=O)([O-])C=1C=C2C(N(C=NC2=CC1)C=1C=NC=CC1)=O 6-nitro-3-(pyridin-3-yl)quinazolin-4(3H)-one